C1=C(C=CC2=CC=CC=C12)SCCCCCCCCCCC(C(=O)O)=C 10-(naphthalen-2-ylthio)decylacrylic acid